1,1'-(1,4-cyclohexanediyl)bis(1-methylpyrrolidinium) C1(CCC(CC1)[N+]1(CCCC1)C)[N+]1(CCCC1)C